C(C(C)C)OC(=O)NCC1=C(C=NN1C)C1=CC=C(C(=N1)C)O[C@@H]1C[C@H](CCC1)C(=O)O (1S,3S)-3-((6-(5-(((isobutoxycarbonyl)amino)methyl)-1-methyl-1H-pyrazol-4-yl)-2-methylpyridin-3-yl)oxy)cyclohexane-1-carboxylic acid